N-(5-methyl-1,3-thiazol-2-yl)-2-piperidine-1-yl-5-pyrrolidin-1-ylsulfonylbenzamide CC1=CN=C(S1)NC(C1=C(C=CC(=C1)S(=O)(=O)N1CCCC1)N1CCCCC1)=O